NC1CC(C1)N1N=CC(=C1)C1=CNC2=NC=C(N=C21)C=2C=C(C=C(C2)N2[C@@H](CCC2)C)S(=O)(=O)NC 3-(7-(1-((1R,3R)-3-aminocyclobutyl)-1H-pyrazol-4-yl)-5H-pyrrolo[2,3-b]pyrazin-2-yl)-N-methyl-5-((R)-2-methylpyrrolidin-1-yl)benzenesulfonamide